N(N)C=1C=2N(C=CC1)C(NN2)=O 8-hydrazino-[1,2,4]triazolo[4,3-a]pyridin-3(2H)-one